COC(C(C)C=1C(NC2=CC=NC(=C2C1O)OC)=O)=O.FC1(CN(C1)C=O)F (3,3-difluoroazetidine-1-yl)methanone methyl-2-(4-hydroxy-5-methoxy-2-oxo-1H-1,6-naphthyridin-3-yl)propanoate